(S)-4-(5-(5-fluoro-2-methoxypyridin-4-yl)-1H-pyrazole-3-carbonyl)-N-((1r,5S,7S)-9-methyl-3-oxa-9-azabicyclo[3.3.1]non-7-yl)-4-azaspiro[2.5]octane-7-carboxamide FC=1C(=CC(=NC1)OC)C1=CC(=NN1)C(=O)N1C2(CC2)C[C@H](CC1)C(=O)NC1C[C@H]2COC[C@@H](C1)N2C